5-(3-isopropyl-2-(2-methylpyridin-4-yl)-1H-indol-5-yl)-N,N-dimethylpyridin-2-amine C(C)(C)C1=C(NC2=CC=C(C=C12)C=1C=CC(=NC1)N(C)C)C1=CC(=NC=C1)C